(E)-ethyl 4,4-difluoro-3-(p-tolylamino)but-2-enoate FC(\C(=C/C(=O)OCC)\NC1=CC=C(C=C1)C)F